C(C)(=O)C1=CN(C2=CC=C(C=C12)C=1CCN(CC1)C(C)=O)CC(=O)N1[C@@H](C[C@H](C1)F)C(=O)NC=1C(=C(C=CC1)C1=C(C=CC=C1)Cl)F (2S,4R)-1-(2-(3-Acetyl-5-(1-acetyl-1,2,3,6-tetrahydropyridin-4-yl)-1H-indol-1-yl)acetyl)-N-(2'-chloro-2-fluoro-[1,1'-biphenyl]-3-yl)4-fluoropyrrolidine-2-carboxamide